ClC(C(=O)N[C@@H](C(C)C)C(=O)N1[C@@H]([C@H]2C([C@H]2C1)(C)C)C(=O)O)(F)F (1R,2S,5S)-3-((2-chloro-2,2-difluoroacetyl)-L-valyl)-6,6-dimethyl-3-azabicyclo[3.1.0]hexane-2-carboxylic acid